2-(tert-Butyl)-5'-chloro-1'-methylspiro[indole-3,3'-indolin]-2'-one C(C)(C)(C)C1=NC2=CC=CC=C2C12C(N(C1=CC=C(C=C21)Cl)C)=O